[N+](=O)([O-])C1=C(C=CC=C1)CC(=O)N1CCC=2C1=CN=CC2C2=CC=C(C#N)C=C2 4-(1-(2-(2-Nitrophenyl)acetyl)-2,3-dihydro-1H-pyrrolo[2,3-c]pyridin-4-yl)benzonitrile